FC1=C(OC2=C3C(=NC=C2)NC=C3)C(=CC(=C1)[N+](=O)[O-])F 4-(2,6-difluoro-4-nitrophenoxy)-1H-pyrrolo[2,3-b]pyridine